tert-butyl N-[2-(N-methyl-2,4-dibromo-5-methoxybenzenesulfonamido)hexyl]carbamate CN(S(=O)(=O)C1=C(C=C(C(=C1)OC)Br)Br)C(CNC(OC(C)(C)C)=O)CCCC